C(C)(C)(C)OC(=O)N1[C@@H](COCC1)C=1C=C(C=C2CCN(CC12)C(=O)N1CCC(CC1)OC)B1OC(C(O1)(C)C)(C)C (R)-3-(2-(4-methoxypiperidine-1-carbonyl)-6-(4,4,5,5-tetramethyl-1,3,2-dioxaborolan-2-yl)-1,2,3,4-tetrahydroisoquinolin-8-yl)morpholine-4-carboxylic acid tert-butyl ester